FC1=CC(=CC=2OC3(CC3)C(NC21)=O)C2N(C[C@H](CC2)C)C(=O)OC(C)(C)C tert-butyl (5S)-2-(5-fluoro-3-oxo-3,4-dihydrospiro[benzo[b][1,4]oxazine-2,1'-cyclopropan]-7-yl)-5-methylpiperidine-1-carboxylate